4-(1H-imidazol-1-yl)-N-(2-methyltetrahydrofuran-3-yl)picolinamide N1(C=NC=C1)C1=CC(=NC=C1)C(=O)NC1C(OCC1)C